(R)-4-ethyl-5-(2-(3-nitrophenyl)propyl)-4H-1,2,4-triazole-3-thiol C(C)N1C(=NN=C1C[C@@H](C)C1=CC(=CC=C1)[N+](=O)[O-])S